2-(9H-carbazol-2-yl)-N-(4-fluorobenzyl)pentaneamide C1=C(C=CC=2C3=CC=CC=C3NC12)C(C(=O)NCC1=CC=C(C=C1)F)CCC